(R)-2-(dimethylamino)-N-(7-methoxy-4-(1-methyl-3-phenyl-1H-pyrazol-4-yl)quinazolin-6-yl)acrylamide CN(C(C(=O)NC=1C=C2C(=NC=NC2=CC1OC)C=1C(=NN(C1)C)C1=CC=CC=C1)=C)C